N1=CN=C(C2=C1NC=C2)C=2C=NN(C2)C2(CCN(CC2)C(CC2CC2)=O)CC#N 2-(4-(4-(7H-pyrrolo[2,3-d]pyrimidine-4-yl)-1H-pyrazol-1-yl)-1-(2-cyclopropylacetyl)piperidine-4-yl)acetonitrile